FC1=CC=C2C(=CC=NC2=C1)N\N=C\C1=CC=C(CN2CCS(CC2)(=O)=O)C=C1 (E)-4-(4-((2-(7-fluoroquinolin-4-yl)hydrazono)methyl)benzyl)thiomorpholine 1,1-dioxide